dicyclopentyl-([1,1'-biphenyl]-4-yl)phosphine C1(CCCC1)P(C1=CC=C(C=C1)C1=CC=CC=C1)C1CCCC1